(Sa)-N-[6-(5-Chloro-1,3-benzoxazol-2-yl)spiro[3.3]heptan-2-yl]-5-[(S)-cyclopropylmethylsulfinyl]furan-2-carboxamide ClC=1C=CC2=C(N=C(O2)C2CC3(CC(C3)NC(=O)C=3OC(=CC3)[S@@](=O)CC3CC3)C2)C1